1-(3-((4-((2-(2-hydroxypropan-2-yl)-4-((1-(6-methylpyridin-3-yl)-1H-pyrazol-3-yl)oxy)phenyl)amino)-7-methoxyquinazolin-6-yl)oxy)azetidin-1-yl)prop-2-en-1-one OC(C)(C)C1=C(C=CC(=C1)OC1=NN(C=C1)C=1C=NC(=CC1)C)NC1=NC=NC2=CC(=C(C=C12)OC1CN(C1)C(C=C)=O)OC